COC1=CC=C(C=C1)CNC1=NC=C2C=C(C=NC2=C1)C=1C=C(C=CC1C)NC(=O)C1=NOC2=C1CC(CC2)C N-[3-[7-[(4-methoxyphenyl)methyl-amino]-1,6-naphthyridin-3-yl]-4-methyl-phenyl]-5-methyl-4,5,6,7-tetrahydro-1,2-benzoxazole-3-carboxamide